[Br-].N1C=[NH+]C2=C1C=CC=C2 1H-benzo[d]imidazole-3-ium bromide